silicate lanthanum [La+3].[Si]([O-])([O-])([O-])[O-].[Si]([O-])([O-])([O-])[O-].[Si]([O-])([O-])([O-])[O-].[La+3].[La+3].[La+3]